1-(1,3-Benzodioxol-5-yl)-2-(methylamino)propan-1-one hydrochloride Cl.O1COC2=C1C=CC(=C2)C(C(C)NC)=O